pyrimido[4,5-d][1,3]thiazine N=1CSC=C2C1N=CN=C2